FC=1C=C(C=CC1OCOC)B(O)O 3-FLUORO-4-(METHOXYMETHOXY)PHENYLBORONIC ACID